3-(4-Benzylpiperazin-1-yl)-N-(pyridin-2-ylmethyl)propanamide C(C1=CC=CC=C1)N1CCN(CC1)CCC(=O)NCC1=NC=CC=C1